(2RS,4RS)-4-({[(5S)-3-(3,5-difluorophenyl)-5-vinyl-4,5-dihydroisoxazol-5-yl]carbonyl}amino)tetrahydrofuran-2-carboxylic acid FC=1C=C(C=C(C1)F)C1=NO[C@@](C1)(C=C)C(=O)N[C@@H]1C[C@@H](OC1)C(=O)O |&1:18,20|